3-amino-4-(7-fluoro-1H-indazol-4-yl)-6-[3-(trifluoromethyl)cyclobutyl]oxy-1H-1,7-phenanthrolin-2-one NC=1C(NC2=C3C=CC=NC3=C(C=C2C1C1=C2C=NNC2=C(C=C1)F)OC1CC(C1)C(F)(F)F)=O